FC1=C(C(=CC=C1)O)C=1C=NC2=CC(=NC=C2C1)C1CN(CC1)C(C=C)=O 3-(2-Fluoro-6-hydroxyphenyl)-7-[1-(prop-2-enoyl)pyrrolidin-3-yl]-1,6-naphthyridin